3-(5-((1r,5s)-9-benzyl-3-methyl-3,9-diazabicyclo[3.3.1]non-7-yl)-1-oxoisoindolin-2-yl)piperidine-2,6-dione C(C1=CC=CC=C1)N1[C@H]2CN(C[C@@H]1CC(C2)C=2C=C1CN(C(C1=CC2)=O)C2C(NC(CC2)=O)=O)C